ClC1=NC(=C2N=CN(C2=N1)C(C)C)NCC=1C(=NC=CC1)C=1C=NC(=CC1)C(C)(C)O 2-(3-{[(2-chloro-9-isopropylpurin-6-yl)amino]methyl}-[2,3'-bipyridin]-6'-yl)propan-2-ol